CNC[C@@H](C1=CC(=C(C=C1)O)O)O (-)-3,4-Dihydroxy-α-[2-(methylamino)ethyl]benzyl alcohol